BrC=1C=C(C2=C(CCO2)C1N1C=NC=C1)C1=CC=C(C=C1)OC(F)(F)F 1-(5-bromo-7-(4-(trifluoromethoxy)phenyl)-2,3-dihydrobenzofuran-4-yl)-1H-imidazole